OC1CN(C1)C(=O)C1=CC(=C2CN(C(C2=C1)=O)C1=CC(=CC=C1)[C@@H](CC1=NN=CN1C)C)C(F)(F)F (R)-6-(3-hydroxyazetidine-1-carbonyl)-2-(3-(1-(4-methyl-4H-1,2,4-triazol-3-yl)propan-2-yl)phenyl)-4-(trifluoromethyl)isoindolin-1-one